tert-butyl N-[2-(4,4-dimethylcyclohexen-1-yl)-6-[3,3,5,5-tetradeuterio-2,2,6,6-tetrakis(trideuteriomethyl)-4-piperidyl]-3-pyridyl]-carbamate CC1(CC=C(CC1)C1=NC(=CC=C1NC(OC(C)(C)C)=O)C1C(C(NC(C1([2H])[2H])(C([2H])([2H])[2H])C([2H])([2H])[2H])(C([2H])([2H])[2H])C([2H])([2H])[2H])([2H])[2H])C